FC1=CC(=CC2=CN(N=C12)C)C=1SC2=C(N1)SC(=C2)N2CCC21CN(CC1)C(=O)OC(C)(C)C tert-butyl 1-[2-(7-fluoro-2-methylindazol-5-yl)thieno[2,3-d][1,3]thiazol-5-yl]-1,6-diazaspiro[3.4]octane-6-carboxylate